C(=O)(OC(C)(C)C)N[C@@H](CC#N)C(=O)O N-Boc-β-cyano-l-alanine